4,4'-azobis(cyanovaleric acid) N(=NC(CC(C(=O)O)C#N)C)C(CC(C(=O)O)C#N)C